N-(2-methoxy-4-aminophenyl)-3-trifluoromethylbenzamide COC1=C(C=CC(=C1)N)NC(C1=CC(=CC=C1)C(F)(F)F)=O